((5-(5-(2-oxa-6-azaspiro[3.3]hept-6-yl)pyrimidin-2-yl)-1,3,4-oxadiazol-2-yl)methyl)-2-(2,4-bis(trifluoromethyl)phenyl)-N-(4-fluorophenyl)acetamide C1OCC12CN(C2)C=2C=NC(=NC2)C2=NN=C(O2)CC(C(=O)NC2=CC=C(C=C2)F)C2=C(C=C(C=C2)C(F)(F)F)C(F)(F)F